O=C1NC=2C(=NC=CC2N2CCN(CC2)C(=O)NC2=C(C=C(C=C2)S(=O)(=O)C)C)N1 4-(2,3-dihydro-2-oxo-1H-imidazo[4,5-b]pyridin-7-yl)-N-(2-methyl-4-(methylsulfonyl)phenyl)piperazine-1-carboxamide